COC(=O)[C@]1(CCCC2=CC(=CC=C12)Cl)CO (S)-methyl-6-chloro-1-(hydroxymethyl)-1,2,3,4-tetrahydronaphthalene-1-carboxylate